CN1C[C@H]2[C@H](OCCN2C2=CC(=C(N=N2)C2=C(C=C(C=C2)C)O)CC)CC1 2-[6-[(4aS,8aR)-6-methyl-3,4a,5,7,8,8a-hexahydro-2H-pyrido[4,3-b][1,4]oxazin-4-yl]-4-ethyl-pyridazin-3-yl]-5-methyl-phenol